methyl [4-(hydroxycarbamoyl)phenyl]carbamate ONC(=O)C1=CC=C(C=C1)NC(OC)=O